FC(C1=NC=C(C(=C1)C1=C(C=NC(=C1)N1C=NC(=C(C1=O)C)C)C(=O)O)OC)F 2'-(Difluoromethyl)-6-(4,5-dimethyl-6-oxopyrimidin-1(6H)-yl)-5'-methoxy-[4,4'-bipyridine]-3-carboxylic acid